4,6-dimethyl-2-nitroaniline CC1=CC(=C(N)C(=C1)C)[N+](=O)[O-]